C1(CC1)C(=O)C=1C=NC(=CC1NC1CCC(CC1)NC)NC1=NC(=NC=C1)C=1C=NN(C1)S(=O)(=O)C1CC1 Cyclopropyl(6-((2-(1-(cyclopropylsulfonyl)-1H-pyrazol-4-yl)pyrimidin-4-yl)amino)-4-(((1s,4s)-4-(methylamino)cyclohexyl)amino)pyridin-3-yl)methanone